C(C1=CC=CC=C1)C=1C(=CNC1)S(=O)(=O)NC1=C(C=C(C(=C1)F)OC(F)F)F 4-benzyl-N-[4-(difluoromethoxy)-2,5-difluoro-phenyl]-1H-pyrrole-3-sulfonamide